1-(4-methoxybenzyl)-1,2,3,6-tetrahydropyridin-3-ol COC1=CC=C(CN2CC(C=CC2)O)C=C1